CC=1C=C(C(=O)N)C=C(C1)C 3,5-dimethyl-benzamide